C1(CC1)C1=NN=C(O1)C=O (5-cyclopropyl-1,3,4-oxadiazol-2-yl)methanone